NC1=CC2=C(NC(CCC2)=O)C=C1 7-amino-1,3,4,5-tetrahydro-2H-benzo[b]azepin-2-one